Methyl 2-(1-(3-bromo-5-fluorophenyl)-1H-pyrazol-4-yl)propanoate BrC=1C=C(C=C(C1)F)N1N=CC(=C1)C(C(=O)OC)C